COC1=CC(=C(C=C1OC)NC(=O)C=1OC2=CC=CC=C2C(C1)=O)C(NC1=CC=C(C=C1)CCN(CC=1C=NC=CC1)CC1=CC(=CC=C1)C1=NC(=NO1)C)=O N-(4,5-Dimethoxy-2-((4-(2-((3-(3-methyl-1,2,4-oxadiazol-5-yl)benzyl)(pyridin-3-ylmethyl)amino)ethyl)phenyl)carbamoyl)phenyl)-4-oxo-4H-chromene-2-carboxamide